BrC1=CC2=CN(N=C2C=C1OC)C1COCC1 5-bromo-6-methoxy-2-(tetrahydrofuran-3-yl)-2H-indazole